C1(=CC=CC=C1)NC(=O)C1=CC2=C(NC=N2)C=C1 1H-benzimidazole-5-carboxylic acid phenylamide